5-chloro-3-[(2RS,4RS)-1-(3-chloro-5-fluoropyridin-2-yl)-2-methylpiperidine-4-carbonyl]-1H-pyrrolo[2,3-b]pyridine-6-carboxylic acid ClC=1C=C2C(=NC1C(=O)O)NC=C2C(=O)[C@H]2C[C@H](N(CC2)C2=NC=C(C=C2Cl)F)C |r|